2-(2-(((1R-3S,5S)-3-((2-((S)-2-cyanopyrrolidin-1-yl)-2-oxoethyl)amino)adamantan-1-yl)oxy)ethoxy)ethyl (4-nitrophenyl) carbonate C(OCCOCCOC12CC3(C[C@H](CC(C1)C3)C2)NCC(=O)N2[C@@H](CCC2)C#N)(OC2=CC=C(C=C2)[N+](=O)[O-])=O